2-phenethyl-3-methylbut-2-enyl ether C(CC1=CC=CC=C1)C(COCC(=C(C)C)CCC1=CC=CC=C1)=C(C)C